C(C)(C)(C)OC(CC1=CC=C(C=C1)NC1=C(N=NC(=C1)Cl)C(=O)OC)=O Methyl 4-((4-(2-tert-butoxy-2-oxoethyl)phenyl)amino)-6-chloropyridazine-3-carboxylate